Cl.NC(C)C1=C(N=C(O1)C1=CC(=C(C=C1)OC(F)F)OCC1CC1)CC1(C(=O)O)C(C=C(C=C1)F)OCC 1-((5-(1-aminoethyl)-2-(3-(cyclopropylmethoxy)-4-(difluoromethoxy) phenyl) oxazol-4-yl) methyl)-2-ethoxy-4-fluorobenzoate hydrochloride